BrC1=CC2=C(N(N=C2C(=C1)F)C)C 5-bromo-7-fluoro-2,3-dimethyl-indazole